7-((5-(4-hydroxyazepan-1-yl)pyridin-2-yl)amino)-4-(imidazo[1,2-a]pyrazin-3-yl)isoindolin-1-one OC1CCN(CCC1)C=1C=CC(=NC1)NC=1C=CC(=C2CNC(C12)=O)C1=CN=C2N1C=CN=C2